N-(1-(7-(8-ethynyl-7-fluoro-3-hydroxynaphthalen-1-yl)-2-(((2S,4R)-4-fluoro-1-(4-fluorophenyl)-2-methylpyrrolidin-2-yl)methoxy)-5,6-dihydroquinazolin-4-yl)azepan-3-yl)acrylamide C(#C)C=1C(=CC=C2C=C(C=C(C12)C=1CCC=2C(=NC(=NC2C1)OC[C@]1(N(C[C@@H](C1)F)C1=CC=C(C=C1)F)C)N1CC(CCCC1)NC(C=C)=O)O)F